((R)-3-methyl-1-((R)-4-morpholino-4-oxo-2-(pyrazine-2-carboxamido)butanamido)butyl)boronic acid CC(C[C@H](NC([C@@H](CC(=O)N1CCOCC1)NC(=O)C1=NC=CN=C1)=O)B(O)O)C